C(C1=CC=CC=C1)OC(=O)NC(C(=O)[O-])C(F)(F)F 2-(((benzyloxy)carbonyl)amino)-3,3,3-trifluoropropanoate